NC/C=C/C(=O)N1CCN(CC1)C1=NC=NC2=C(C(=C(C=C12)Cl)C1=CC(=CC2=CC=CC=C12)O)F (E)-4-amino-1-(4-(6-chloro-8-fluoro-7-(3-hydroxynaphthalen-1-yl)quinazolin-4-yl)piperazin-1-yl)but-2-en-1-one